N1N=CC2=CC=CC(=C12)C(C)N(C1=NC(=NC2=C(C(=C(C=C12)Cl)C1=CC=C(C=2SC(=C(C21)C#N)N)F)F)N2CC(C2)(C)N(C)C)C (4R)-4-(4-((1-(1H-indazol-7-yl)ethyl)(methyl)amino)-6-chloro-2-(3-(dimethylamino)-3-methylazetidin-1-yl)-8-fluoroquinazolin-7-yl)-2-amino-7-fluorobenzo[b]thiophene-3-carbonitrile